methyl 2-(bromomethyl)-5-cyclopropylsulfonyl-benzoate BrCC1=C(C(=O)OC)C=C(C=C1)S(=O)(=O)C1CC1